methyl (2E)-7-((1R,2R,3R,5S)-5-acetoxy-2-((1E,4S)-7-cyclopropyl-4-methyl-3-oxohept-1-en-6-yn-1-yl)-3-((tetrahydro-2H-pyran-2-yl)oxy)cyclopentyl)hept-2-enoate C(C)(=O)O[C@H]1C[C@H]([C@@H]([C@H]1CCCC/C=C/C(=O)OC)\C=C\C([C@H](CC#CC1CC1)C)=O)OC1OCCCC1